(Z)-2-((4-((R)-2-(4-chloro-2-fluorophenyl)-2H-chromen-8-yl)piperidin-1-yl)methyl)-N'-Hydroxy-3-(((S)-oxetan-2-yl)methyl)-3H-imidazo[4,5-c]pyridine-6-carboxamidine ClC1=CC(=C(C=C1)[C@@H]1OC2=C(C=CC=C2C=C1)C1CCN(CC1)CC1=NC2=C(C=NC(=C2)/C(=N/O)/N)N1C[C@H]1OCC1)F